Sodium di-hydrogenphosphate P(=O)(O)(O)[O-].[Na+]